FC(OC12CCNC(C3=C(O1)C=CC=C3)C2)(F)F (trifluoromethoxy)-3,4,5,6-tetrahydro-2H-2,6-methanobenzo[b][1,5]oxazocine